[Na+].O=C([C@H](O)[C@@H](O)[C@H](O)[C@H](O)CO)[O-] Gluconate Sodium